N1C(CCC1)C=1C(NC=C2C=NNC(C21)=O)=O 8-(pyrrolidin-2-yl)-2,6-dihydropyrido[3,4-d]pyridazine-1,7-dione